butyl 4-acetyl-5-(6-chloro-2'-fluoro-6-(methylcarbamoyl)-[2,4'-bipyridin]-4-yl)-2-methylpiperazine-1-carboxylate C(C)(=O)N1CC(N(CC1C=1C=C(NC(C1)(C(NC)=O)Cl)C1=CC(=NC=C1)F)C(=O)OCCCC)C